[N+](=O)([O-])C1=CC=C(C=C1)N1CC2(C1)COCC2 2-(4-nitrophenyl)-6-oxa-2-azaspiro[3.4]octane